1-(7-((5-(1-(2,2-difluoroethyl)-2-methyl-1H-benzo[d]imidazol-6-yl)-4-methoxypyrrolo[2,1-f][1,2,4]triazin-2-yl)amino)-2-azaspiro[3.5]nonan-2-yl)ethan-1-one FC(CN1C(=NC2=C1C=C(C=C2)C=2C=CN1N=C(N=C(C12)OC)NC1CCC2(CN(C2)C(C)=O)CC1)C)F